FC1=CC(=C(C=C1)[N+](=O)[O-])C(=C)C 4-fluoro-1-nitro-2-(prop-1-en-2-yl)benzene